C1(CCC1)OC1=C2C=CN(C(C2=CN=C1)=O)CC=1N=C2N(C=C(C=C2)C)C1 5-cyclobutoxy-2-((6-methylimidazo[1,2-a]pyridin-2-yl)methyl)-2,7-naphthyridin-1(2H)-one